4-(4-tert-butyl-phenyloxyethyl)-1,3-dioxan-2-one C(C)(C)(C)C1=CC=C(C=C1)OCCC1OC(OCC1)=O